N=1N(N=CC1)C=1C=C(C=CC1C(F)(F)F)NC(=O)N1[C@@H]2C[C@H](C[C@]1(C2)C=2OC(=NN2)C)C(F)(F)F (1S,3R,5R)-N-(3-(2H-1,2,3-triazol-2-yl)-4-(trifluoromethyl)phenyl)-1-(5-methyl-1,3,4-oxadiazol-2-yl)-3-(trifluoromethyl)-6-azabicyclo[3.1.1]heptane-6-carboxamide